C(#N)[C@H]1[C@@H](CCC1)NC(OC(C)(C)C)=O tert-butyl ((trans)-2-cyanocyclopentyl)carbamate